4-(1H-indazol-5-yl)benzoic acid N1N=CC2=CC(=CC=C12)C1=CC=C(C(=O)O)C=C1